BrCC1=CC=C(CN2C(C=CC=C2)=O)C=C1 1-(4-(Bromomethyl)benzyl)pyridin-2-one